1,7-dimethyl-2-aminobenzimidazole CN1C(=NC2=C1C(=CC=C2)C)N